ClC1=CC=C(C=C1)C1=CC(C(=C(O1)C1SCCCS1)C1=CC=C(C#N)C=C1)C1=CC=CC=C1 4-(6-(4-chlorophenyl)-2-(1,3-dithian-2-yl)-4-phenyl-4H-pyran-3-yl)benzonitrile